ClC1=NS(C2=C1C=CC(=C2)C)(=O)=O 3-chloro-6-methyl-1,2-benzothiazol 1,1-dioxide